trans-(4-formylcyclohexyl)carbamic acid tert-butyl ester C(C)(C)(C)OC(N[C@@H]1CC[C@H](CC1)C=O)=O